C1(CC1)CN(C(CC)(C\C=C\C1=CC=CC=C1)C1=CC=CC=C1)C (5E)-N-(Cyclopropylmethyl)-N-methyl-3,6-diphenyl-5-hexen-3-amine